2-(2-isopropylpyridin-3-yl)-9-(4-(1-(2-methoxyethyl)-4-(trifluoromethyl)-1H-imidazol-2-yl)benzyl)-7,9-dihydro-8H-purin-8-one C(C)(C)C1=NC=CC=C1C1=NC=C2NC(N(C2=N1)CC1=CC=C(C=C1)C=1N(C=C(N1)C(F)(F)F)CCOC)=O